6-(4-amino-2,3-dihydro-1-benzofuran-7-yl)-5-{3-fluoro-4-[(4-methylpyrimidin-2-yl)oxy]phenyl}-7-methyl-5H-pyrrolo[3,2-d]pyrimidin-4-amine NC1=CC=C(C2=C1CCO2)C2=C(C=1N=CN=C(C1N2C2=CC(=C(C=C2)OC2=NC=CC(=N2)C)F)N)C